C(=C)C=1C(=NC=CN1)C(=O)OC(C)(C)C tert-butyl 3-vinylpyrazine-2-carboxylate